p-menthanediol C1(C(CC(CC1)C(C)C)O)(C)O